COC=1N=C2C(=CC=NC2=CC1OC)OC1=C(C=C(C=C1)NC(=O)C=1N=NC(=C(C1OCC)C1=CC=C(C=C1)F)C)F N-[4-[(6,7-Dimethoxy-1,5-naphthyridin-4-yl)oxy]-3-fluorophenyl]-4-ethoxy-5-(4-fluorophenyl)-6-methylpyridazine-3-carboxamide